CC(C[C@@H](B1OC([C@H]2CNC[C@H](C(O1)=O)N2C)=O)NC([C@H](CC2=CC=CC=C2)NC(=O)C2=NC=CN=C2)=O)C N-((S)-1-(((R)-3-methyl-1-((1R,7R)-11-methyl-2,6-dioxo-3,5-dioxa-9,11-diaza-4-borabicyclo[5.3.1]undecan-4-yl)butyl)amino)-1-oxo-3-phenylpropan-2-yl)pyrazine-2-carboxamide